bis[2-(2-pyridyl)phenyl]iridium N1=C(C=CC=C1)C1=C(C=CC=C1)[Ir]C1=C(C=CC=C1)C1=NC=CC=C1